BrC1=CC=C2CN(C(C2=C1C)=O)[C@@H](C(=O)NC1=NC=CC=C1)C1=C(C=CC(=C1)F)OC |r| (2RS)-2-(6-bromo-7-methyl-1-oxo-isoindolin-2-yl)-2-(5-fluoro-2-methoxy-phenyl)-N-(2-pyridinyl)acetamide